FC1=CC=C(C=C1)[C@H](C)NC(CSC1=NC=2C(=NC=CC2)N1CC1=CC=C(C=C1)OC(F)(F)F)=O N-[(S)-1-(4-fluoro-phenyl)-ethyl]-2-[3-(4-trifluoromethoxybenzyl)-3H-imidazo[4,5-b]pyridin-2-ylsulfanyl]-acetamide